dimethyl-methylimidazole CC1=C(N=C(N1)C)C